C(C)(C)(C)OC(=O)C1=C(C=C(C=C1)C1=NC=NC2=CC(=CC=C12)OCCCCCCCCCCCC(=O)O)C1CCCC1 12-[4-(4-tert-butoxycarbonyl-3-cyclopentyl-phenyl)quinazolin-7-yl]oxydodecanoic acid